BrC1=CC2=C(N(C(=N2)[C@@H]2CCCC(N2C2=CC(=C(C=C2)F)F)=O)[C@@H]2CC[C@H](CC2)O)C=C1 (S)-6-(5-bromo-1-(trans-4-hydroxycyclohexyl)-1H-benzo[d]imidazol-2-yl)-1-(3,4-difluorophenyl)piperidin-2-one